C1(CC1)C1=NC=C(C=N1)C=1C=C2C(=NC1)NC=C2C(=O)C=2C(=C(C=CC2F)NS(=O)(=O)CC2=CC=CC=C2)F N-(3-(5-(2-cyclopropylpyrimidin-5-yl)-1H-pyrrolo[2,3-b]pyridine-3-carbonyl)-2,4-difluorophenyl)-1-phenylmethanesulfonamide